CC1=CC2=C(C(O1)OC)C(=O)C3=C(O2)C=C(C(=C3C(=O)O)O)O The molecule is an organic heterotricyclic compound that is 1H,10H-pyrano[4,3-b]chromene substituted by hydroxy groups at positions 7 and 8, a methoxy group at position 1, a methyl group at position 3 and an oxo group at position 10. Isolated from Chaetomium funicola, it exhibits inhibitory activity against metallo-beta-lactamases. It has a role as a Chaetomium metabolite and an EC 3.5.2.6 (beta-lactamase) inhibitor. It is a member of catechols, a cyclic ether, a cyclic ketone, a monocarboxylic acid and an organic heterotricyclic compound.